7-chloro-4-(dimethylamino)-1-(pyrrolidin-3-yl)quinazolin-2(1H)-one ClC1=CC=C2C(=NC(N(C2=C1)C1CNCC1)=O)N(C)C